1,2-dilinoleyloxy-3-morpholinylpropane C(CCCCCCC\C=C/C\C=C/CCCCC)OCC(CN1CCOCC1)OCCCCCCCC\C=C/C\C=C/CCCCC